ClC=1C=C(C=CC1OCCOC)C=1N(C(=C(N1)I)I)CC(C)C 2-[3-chloro-4-(2-methoxyethoxy)phenyl]-4,5-diiodo-1-isobutylimidazole